2-(2-fluoro-5-methylbenzene-1-carbonyl)-8,8-dimethyl-7-oxo-2-azaspiro[3.5]non-5-ene-6-carbonitrile FC1=C(C=C(C=C1)C)C(=O)N1CC2(C1)C=C(C(C(C2)(C)C)=O)C#N